OC=1C(C=CC(C1)(C)O)=O 4,6-dihydroxy-6-methyl-3-oxo-1,4-cyclohexadien